FC(OC=1C=C(C=CC1)SC1CC2(CN(C2)C(=O)OC(C)(C)C)C1)(F)F tert-butyl 6-[[3-(trifluoromethoxy) phenyl] thio]-2-azaspiro[3.3]heptane-2-carboxylate